CC1=C(OC=2CCC3=CN(N=C3C21)CC2=NC=C(C=C2)C(F)(F)F)C(=O)NC[C@H]2OCCC2 8-methyl-N-[(2S)-tetrahydrofuran-2-ylmethyl]-2-{[5-(trifluoromethyl)pyridin-2-yl]methyl}-4,5-dihydro-2H-furo[2,3-g]indazole-7-carboxamide